N1CC2(C3=CC(=CC=C13)NS(=O)(=O)CCO)CCC1(CC2)CC1 N-{1'',2''-dihydrodispiro[cyclopropane-1,1'-cyclohexane-4',3''-indol]-5''-yl}-2-hydroxyethane-1-sulfonamide